(5-phenylpyridin-3-yl) methylpiperidine-1-carboxylate CC1N(CCCC1)C(=O)OC=1C=NC=C(C1)C1=CC=CC=C1